CN1C(OC2=C1C=CC(=C2)C2N(CC=CC2)C(=O)NCCCCC2=CC=CC=C2)=O (3-methyl-2-oxo-1,3-benzoxazol-6-yl)-N-(4-phenylbutyl)-3,6-dihydro-2H-pyridine-1-carboxamide